tertbutyl 4-(((5-chloro-2-(trifluoromethoxy)benzyl)amino)methyl)piperidine-1-carboxylate ClC=1C=CC(=C(CNCC2CCN(CC2)C(=O)OC(C)(C)C)C1)OC(F)(F)F